N-(2-chloro-4-nitrophenyl)-2-hydroxy-5-chlorobenzoamide ethanolamine salt C(O)CN.ClC1=C(C=CC(=C1)[N+](=O)[O-])NC(C1=C(C=CC(=C1)Cl)O)=O